NC1(CC1)C#N 1-amino-cyclopropanecarbonitrile